ClC=1C=C(C(=NC1N1N=CC=N1)C)NC(=O)C=1C=NN(C1C(F)(F)F)C1=C2C(=CN=C1)SC=C2 N-(5-Chloro-2-methyl-6-(2H-1,2,3-triazol-2-yl)pyridin-3-yl)-1-(thieno[2,3-c]-pyridin-4-yl)-5-(trifluoromethyl)-1H-pyrazol-4-carboxamid